CC1(OC2=C(C(=N1)C=1C=NN3C1N=CC(=C3)C)C=CC=C2)C 2,2-dimethyl-4-(6-methylpyrazolo[1,5-a]pyrimidin-3-yl)-2H-benzo[e][1,3]oxazine